ClC=1C(=NC=CC1)C(=O)NC1=CC2=CN(N=C2C=C1C(C)(C)O)C1CCC(CC1)CO 3-chloro-N-[2-[4-(hydroxymethyl)cyclohexyl]-6-(1-hydroxy-1-methyl-ethyl)indazol-5-yl]pyridine-2-carboxamide